2,3,3,3-Tetrafluoro-propanoic acid FC(C(=O)O)C(F)(F)F